5-bromo-3-methyl-1-(oxacyclohexan-2-yl)indazole tert-butyl-4-(5-bromo-1-methyl-1H-indol-3-yl)piperazine-1-carboxylate C(C)(C)(C)OC(=O)N1CCN(CC1)C1=CN(C2=CC=C(C=C12)Br)C.BrC=1C=C2C(=NN(C2=CC1)C1OCCCC1)C